FC1=NNC2=CC=C(C=C12)CNC(=O)[C@H]1CCN(C2(CC2)C1)C(=O)C1=NNC(=C1)C1=CC(=NC=C1F)OC (S)-N-((3-fluoro-1H-indazol-5-yl)methyl)-4-(5-(5-fluoro-2-methoxypyridin-4-yl)-1H-pyrazole-3-carbonyl)-4-azaspiro[2.5]octane-7-carboxamide